O=C1N(CCC(N1)=O)C1=CN=C2N1C=CC(=C2)C#CCO[C@@H]2[C@@H](CN(CC2)C(=O)OC(C)(C)C)F Tert-butyl (3R,4S)-4-[3-[3-(2,4-dioxohexahydropyrimidin-1-yl)imidazo[1,2-a]pyridin-7-yl] prop-2-ynoxy]-3-fluoro-piperidine-1-carboxylate